N-[1-{5-[2-(2-aminoethyl)phenyl]thiophen-2-yl}ethyl]-6,7-dimethoxy-2-methylquinazolin-4-amine NCCC1=C(C=CC=C1)C1=CC=C(S1)C(C)NC1=NC(=NC2=CC(=C(C=C12)OC)OC)C